C1(CCCCC1)C=CCCC1OCCO1 2-(4-cyclohexylbut-3-en-1-yl)-1,3-dioxolane